Heptadecan-9-yl (Z)-8-((3-aminopropyl)(8-(non-2-en-1-yloxy)-8-oxooctyl)amino)octanoate NCCCN(CCCCCCCC(=O)OC(CCCCCCCC)CCCCCCCC)CCCCCCCC(=O)OC\C=C/CCCCCC